NC1=C(C=CC(=C1)C(F)(F)F)N1CCN(CC1)C(=O)OC(C)(C)C tert-Butyl 4-(2-amino-4-(trifluoromethyl)phenyl)piperazine-1-carboxylate